Cl.FC(C1=NC(=NO1)C1=CC=C(C=C1)N1N=CC(=C1)CN)(F)F (1-(4-(5-(trifluoromethyl)-1,2,4-oxadiazol-3-yl)phenyl)-1H-pyrazol-4-yl)methanamine hydrochloride